Trimethylgermanium chloride C[Ge](C)(C)Cl